C(C)(C)(C)OC(=O)N1CCN(CC1)C=1C=NC(=CC1)N 4-(6-Aminopyridin-3-yl)-piperazine-1-carboxylic acid tert-butyl ester